BrCC1(COC(OC1)(C)C)COCC1OC(OC1)(C)C 5-(bromomethyl)-5-(((2,2-dimethyl-1,3-dioxolan-4-yl)methoxy)methyl)-2,2-dimethyl-1,3-dioxane